CC1=CC=C(CN2N=C(N=C2N)NC2=CC=CC=C2)C=C1 1-(4-methylbenzyl)-N3-phenyl-1H-1,2,4-triazole-3,5-diamine